3-(3-(4-(chloromethyl)benzyl)isoxazole-5-yl)pyridin-2-amine ClCC1=CC=C(CC2=NOC(=C2)C=2C(=NC=CC2)N)C=C1